S1(N=CCN1)(=O)=O 1,2,5-thiadiazoline-1,1-dioxide